1,4-butanediol bis(mercaptopropionate) SC(C(=O)OCCCCOC(C(C)S)=O)C